FC(CN1C(=NC2=C1C=C(C=C2F)C=2C(=CN1N=C(N=C(C12)OC([2H])([2H])[2H])N[C@H]1C(CN(CC1)C(C)=O)(F)F)F)C)F (R)-1-(4-((5-(1-(2,2-difluoroethyl)-4-fluoro-2-methyl-1H-benzo[d]imidazol-6-yl)-6-fluoro-4-(methoxy-d3)pyrrolo[2,1-f][1,2,4]triazin-2-yl)amino)-3,3-difluoropiperidin-1-yl)ethan-1-one